1,4-bis(3-mercaptobutanoyl)butane SC(CC(=O)CCCCC(CC(C)S)=O)C